(S)-2-tert-butyl 3-ethyl 2-azabicyclo[2.2.2]octane-2,3-dicarboxylate C12N([C@@H](C(CC1)CC2)C(=O)OCC)C(=O)OC(C)(C)C